4-fluoro-1-methyl-2-(4-(methylsulfonyl)phenyl)-6-(1'-(oxetan-3-yl)-[1,4'-bipiperidin]-4-yl)-1H-benzo[d]imidazole FC1=CC(=CC=2N(C(=NC21)C2=CC=C(C=C2)S(=O)(=O)C)C)C2CCN(CC2)C2CCN(CC2)C2COC2